N-(3-chloro-4-fluorophenyl)-7-fluoro-2,3-dihydro-1H-indene-4-carboxamide ClC=1C=C(C=CC1F)NC(=O)C=1C=2CCCC2C(=CC1)F